5-[[3-fluoro-4-(guanidinomethyl)phenyl]sulfonylamino]thiazole-4-carboxylic acid FC=1C=C(C=CC1CNC(=N)N)S(=O)(=O)NC1=C(N=CS1)C(=O)O